C(CCCCCC)C1=CC=C(C=C1)C=CC(=O)C1=C(OCC(=O)O)C=C(C=C1)OC(=CC)CC 2-[2-[3-(4-Heptylphenyl)prop-2-enoyl]-5-pent-2-en-3-yloxyphenoxy]acetic acid